2-(2,2-difluoroethyl)-3,5-difluorobenzaldehyde FC(CC1=C(C=O)C=C(C=C1F)F)F